N-Acetyl-D-glucosamin C(C)(=O)N[C@H]1C(O)O[C@@H]([C@H]([C@@H]1O)O)CO